N-[2-[[(E)-4-[[(3R,4R)-4-fluoro-1-[6-[(3-methoxy-1-methyl-pyrazol-4-yl)amino]-9-methyl-purin-2-yl]pyrrolidin-3-yl]amino]-4-oxo-but-2-enyl]-methyl-amino]ethyl]-3-methoxy-benzamide F[C@H]1[C@@H](CN(C1)C1=NC(=C2N=CN(C2=N1)C)NC=1C(=NN(C1)C)OC)NC(/C=C/CN(CCNC(C1=CC(=CC=C1)OC)=O)C)=O